N-(3-(2-cyanocyclopropyl)-1-(4-(1,1-difluoroethyl)pyrimidin-2-yl)-1H-pyrrolo[3,2-c]pyridin-6-yl)acetamide Ethyl-(Z)-3-(4-chlorophenyl)-2-methylbut-2-enoate C(C)OC(\C(=C(\C)/C1=CC=C(C=C1)Cl)\C)=O.C(#N)C1C(C1)C1=CN(C2=C1C=NC(=C2)NC(C)=O)C2=NC=CC(=N2)C(C)(F)F